C(C)OC(CC(C(F)F)NCC1=CC=CC=C1)=O 3-(benzylamino)-4,4-difluorobutanoic acid ethyl ester